2-(3-[[(tert-butyldimethylsilyl)oxy]methyl]-5-[2-cyano-2-(pyridin-2-yl)eth-1-en-1-yl]phenyl)ethyl chloroformate ClC(=O)OCCC1=CC(=CC(=C1)C=C(C1=NC=CC=C1)C#N)CO[Si](C)(C)C(C)(C)C